(R/S)-1,1'-binaphthyl-2,2'-diamine C=1(C(=CC=C2C=CC=CC12)N)C=1C(=CC=C2C=CC=CC12)N